Dilauryl-amide C(CCCCCCCCCCC)[N-]CCCCCCCCCCCC